2-nitro-octadecanedioic acid [N+](=O)([O-])C(C(=O)O)CCCCCCCCCCCCCCCC(=O)O